COC1=C(CN(S(=O)(=O)C2=CN=CC(=N2)NC(C2=C(N=CC(=C2)C(F)(F)F)N2CCC(CC2)(F)F)=O)CC2=C(C=C(C=C2)OC)OC)C=CC(=C1)OC N-(6-(N,N-bis(2,4-dimethoxybenzyl)sulfamoyl)pyrazin-2-yl)-2-(4,4-difluoropiperidin-1-yl)-5-(trifluoromethyl)nicotinamide